CN(C)CCCN(CCCN(C)C)CCCN(C)C tris(N,N-dimethylaminopropyl)amine